N-aminoethyl-γ-aminopropyl-triethoxysilane NCCNCCC[Si](OCC)(OCC)OCC